cis-zirconium dichloride [Cl-].[Cl-].[Zr+2]